ClC1=CC=C(C(=N1)C=1C=NN(C1C)C)NC(C)C=1C=2C3=C(N(C(C2C=C(C1)C)=O)C)N(N=C3)CC 9-(1-((6-chloro-2-(1,5-dimethyl-1H-pyrazol-4-yl)pyridin-3-yl)amino)ethyl)-3-ethyl-4,7-dimethyl-3,4-dihydro-5H-pyrazolo[3,4-c]isoquinolin-5-one